7-(4-chloropyridin-3-yl)-2,7-diazaspiro[4.4]Nonane-2-carboxylic acid tert-butyl ester C(C)(C)(C)OC(=O)N1CC2(CC1)CN(CC2)C=2C=NC=CC2Cl